2-(2-Aminopyrimidin-4-yl)-4-(2-chloro-4-methoxyphenyl)-1,3-thiazole-5-carboxamide NC1=NC=CC(=N1)C=1SC(=C(N1)C1=C(C=C(C=C1)OC)Cl)C(=O)N